3-mercaptopropyl-trimethoxysilane tert-butyl-(tert-butoxycarbonyl)(4-(6-methylpyridin-2-yl)thiazol-2-yl)carbamate C(C)(C)(C)C1=C(N=C(S1)N(C(O)=O)C(=O)OC(C)(C)C)C1=NC(=CC=C1)C.SCCC[Si](OC)(OC)OC